ClC1=C(C#N)C=CC(=C1)N1CC2(CC1)CCN(CC2)C2=CC=C(C=C2)C(=O)N2CCN(CC2)CC2(CCN(CC2)C=2C=C1C(N(C(C1=CC2)=O)C2C(NC(CC2)=O)=O)=O)F 2-chloro-4-(8-(4-(4-((1-(2-(2,6-dioxopiperidin-3-yl)-1,3-dioxoisoindolin-5-yl)-4-fluoropiperidin-4-yl)methyl)piperazine-1-carbonyl)phenyl)-2,8-diazaspiro[4.5]decan-2-yl)benzonitrile